bis-ethyl-(isostearylimidazoline) C(C)C1N=C(N(C1)CCCCCCCCCCCCCCCC(C)C)CC